2-isopropenyl-4-methyl-2-Oxazoline C(=C)(C)C=1OCC(N1)C